The molecule is a UDP-N-acetyl-D-galactosamine(2-) in which the anomeric centre of the galactosamine moiety has alpha-configuration; major species at pH 7.3. It is an UDP-N-acetyl-D-galactosamine(2-) and an UDP-monosaccharide(2-). It is a conjugate base of an UDP-N-acetyl-alpha-D-galactosamine. CC(=O)N[C@@H]1[C@H]([C@H]([C@H](O[C@@H]1OP(=O)([O-])OP(=O)([O-])OC[C@@H]2[C@H]([C@H]([C@@H](O2)N3C=CC(=O)NC3=O)O)O)CO)O)O